NC1=C(C(=NC=N1)C=1C=NN(C1)CC1=CC=C(C#N)C=C1)C1=CC=C(C=C1)Cl p-({4-[6-Amino-5-(p-chlorophenyl)-4-pyrimidinyl]-1H-pyrazol-1-yl}methyl)benzonitrile